C12CN(CC(CC1)N2)C2=C(N=NC(=C2)C2=C(C=CC=C2)OCOC)N 4-(3,8-diazabicyclo[3.2.1]octan-3-yl)-6-(2-(methoxymethoxy)phenyl)pyridazin-3-amine